2-(2-Fluoroethoxy)acetic acid ethyl ester C(C)OC(COCCF)=O